(rac)-ethyl-trans-4-allyl-3-azido-1-(N-(2-((tert-butoxycarbonyl)amino) ethyl) sulfamoyl)pyrrolidine-3-carboxylate C(C)OC(=O)[C@]1(CN(C[C@H]1CC=C)S(NCCNC(=O)OC(C)(C)C)(=O)=O)N=[N+]=[N-] |r|